2-(3-(dimethylamino)-4-methylphenyl)-N-((5-(2,6-dioxopiperidin-3-yl)-4-oxo-5,6-dihydro-4H-thieno[3,4-c]pyrrol-1-yl)methyl)acetamide CN(C=1C=C(C=CC1C)CC(=O)NCC=1SC=C2C1CN(C2=O)C2C(NC(CC2)=O)=O)C